tert-butyl ((1S)-(4,4-difluorocyclohexyl)(7-(1-hydroxyethyl)imidazo[1,2-b]pyridazin-2-yl)methyl)carbamate FC1(CCC(CC1)[C@@H](C=1N=C2N(N=CC(=C2)C(C)O)C1)NC(OC(C)(C)C)=O)F